(5-(1-(2-((4-chlorobenzyl)amino)-2-oxoethyl)-1H-tetrazol-5-yl)-5-((1-methylpiperidin-4-yl)amino)pentyl)boronic acid hydrochloride Cl.ClC1=CC=C(CNC(CN2N=NN=C2C(CCCCB(O)O)NC2CCN(CC2)C)=O)C=C1